N=1C=NN2C1C=C(C=C2)C2=CNC=1N=C(N=C(C12)OC)NC1CCC2(CCO2)CC1 5-([1,2,4]triazolo[1,5-a]pyridin-7-yl)-4-methoxy-N-((4s,7s)-1-oxaspiro[3.5]nonan-7-yl)-7H-pyrrolo[2,3-d]pyrimidin-2-amine